FC(C(=O)O)(F)F.FC(S(=O)(=O)C1=CC=C(NC2=NN(C=C2C(=O)N)C2(CCNCC2)CC)C=C1)F 3-[4-(difluoromethylsulfonyl)anilino]-1-(4-ethyl-4-piperidyl)-pyrazole-4-carboxamide trifluoroacetate salt